3-iodoazepine Butane-1-carboxylate C(CCC)C(=O)O.IC1=CNC=CC=C1